BrC1=CC(=C(C=C1)C(C(=O)OCC)=O)Cl ethyl 2-(4-bromo-2-chlorophenyl)-2-oxoacetate